5-(N-((5-(2,6-dioxopiperidin-3-yl)-6-oxo-5,6-dihydro-4H-thieno[2,3-c]pyrrol-2-yl)methyl)sulfamoyl)-2-methoxy-N,N-dimethylbenzamide O=C1NC(CCC1N1C(C2=C(C1)C=C(S2)CNS(=O)(=O)C=2C=CC(=C(C(=O)N(C)C)C2)OC)=O)=O